ClC=1C=C(C=CC1F)N1NC(C2=C(C1)N=CC(=C2)C=2OC(=NN2)C(F)F)=O 7-(3-chloro-4-fluorophenyl)-3-[5-(difluoromethyl)-1,3,4-oxadiazol-2-yl]-7,8-dihydropyrido[2,3-d]pyridazin-5(6H)-one